5-hydroxy-6-((R)-5H-imidazo[5,1-a]isoindol-5-yl)-5,6,7,8-tetrahydronaphthalene-2-sulfonamide OC1C=2C=CC(=CC2CCC1[C@H]1N2C(C3=CC=CC=C13)=CN=C2)S(=O)(=O)N